S1C(=CC=C1C=O)C=O 2,5-thiophenedicarbaldehyde